OC[C@@H]1N(C[C@H]1C)C(=O)OC(C)(C)C tert-Butyl (2R,3R)-2-(hydroxymethyl)-3-methylazetidine-1-carboxylate